C1(=CC=CC=C1)CC[C@@H](C)O |r| racemic-4-phenyl-2-butanol